CC1=C(C=C(C=C1)N1CCN(CC1)C(=O)OC(C)(C)C)NC(C(C)N1C=CC2=CC(=CC=C12)S(=O)(=O)N1CCCCC1)=O tert-butyl 4-(4-methyl-3-{2-[5-(piperidine-1-sulfonyl)-1H-indol-1-yl]propanamido}phenyl)piperazine-1-carboxylate